5-benzyl-3-((1-isopropyl-1H-indole-3-carboxamido)methyl)-4,5-dihydroisoxazole C(C1=CC=CC=C1)C1CC(=NO1)CNC(=O)C1=CN(C2=CC=CC=C12)C(C)C